NC1=NC(=C2NC=NC2=N1)OC 2-Amino-6-Methoxypurine